N-(2-(ethylthio)ethyl)-5-(3-(trifluoromethyl)phenyl)furan-2-carboxamide C(C)SCCNC(=O)C=1OC(=CC1)C1=CC(=CC=C1)C(F)(F)F